BrC=1C=C2C(=CC=NC2=CC1)NC1=CC(=CC(=C1)C=1OC(=NN1)C)OC 6-Bromo-N-(3-methoxy-5-(5-methyl-1,3,4-oxadiazol-2-yl)phenyl)quinolin-4-amine